[Cl-].C(C)C1CCC(CC1)[NH3+] 4-Ethylcyclohexan-1-aminium chloride